4-(4-Tert-butylphenylamino)phthalazin C(C)(C)(C)C1=CC=C(C=C1)NC1=NN=CC2=CC=CC=C12